BrCC1=CC=C(C=C1)OC([2H])([2H])[2H] 1-(Bromomethyl)-4-(methoxy-d3)benzene